BrC=1C=NN2C1C=C(C=C2)C(=O)N(C)C2=C(C(=O)OC)C=C(C=C2)Cl Methyl 2-(3-bromo-N-methylpyrazolo[1,5-a]pyridine-5-carboxamido)-5-chlorobenzoate